C(C1=CC=CC=C1)N1CC=C(C=C1)C(C)(C)C 1-benzyl-4-tert-butylpyridine